N1CCC(CC1)CCOC1=C(C2=CC=CC=C2C=C1)CC1=C(C=CC2=CC=CC=C12)O ((2-(2-(piperidin-4-yl)ethoxy)naphthalen-1-yl)methyl)naphthalen-2-ol